CC(C(C(C(C)(C)C)=O)=O)CCC.CC(C(C(C(C)(C)C)=O)=O)CCC.CC(C(C(C(C)(C)C)=O)=O)CCC.[Y] yttrium tris(tetramethyl-heptanedione)